p-methylbenzene tetrafluoroborate F[B-](F)(F)F.CC1=CC=CC=C1